1-Undecyl-2-butylpyrrolidinium acetat C(C)(=O)[O-].C(CCCCCCCCCC)[NH+]1C(CCC1)CCCC